(2S)-3-[4-(3,4-dimethoxyphenyl)triazol-1-yl]-1,1,1-trifluoro-2-[5-fluoro-6-(4-fluorophenyl)-4-(1-hydroxy-1-methyl-ethyl)-2-pyridyl]propan-2-ol COC=1C=C(C=CC1OC)C=1N=NN(C1)C[C@](C(F)(F)F)(O)C1=NC(=C(C(=C1)C(C)(C)O)F)C1=CC=C(C=C1)F